ClC=1C=C(NC2=NC=C(C(=N2)N[C@H](CO)C2=CC=CC=C2)C=2OC(=NN2)C(F)F)C=CC1S(=O)(=O)C (2S)-2-[[2-(3-chloro-4-methylsulfonyl-anilino)-5-[5-(difluoromethyl)-1,3,4-oxadiazol-2-yl]pyrimidin-4-yl]amino]-2-phenyl-ethanol